C(C)(C)OC1=C(C=C2CN(C(C2=C1)=O)C1CCC(CC1)NC1CN(C1)C(=O)OC(C)(C)C)NC(=O)C=1C=NN2C1N=CC=C2 tert-butyl 3-[[4-[6-isopropoxy-1-oxo-5-(pyrazolo[1,5-a]pyrimidine-3-carbonylamino)isoindolin-2-yl]cyclohexyl]amino]azetidine-1-carboxylate